1-(4-fluorobenzyl)pyrazin-2(1H)-one FC1=CC=C(CN2C(C=NC=C2)=O)C=C1